C(#N)C1CCN(CC1)C(=O)OCC1=CC=CC=C1 benzyl 4-cyanopiperidine-1-carboxylate